4,5,6,7,8,9-hexahydrocycloocta[B]thiophene-2-carboxylic acid S1C2=C(C=C1C(=O)O)CCCCCC2